4-[5-(aminomethyl)pyridin-2-yl]-3-[2-methyl-5-(1-methylpyrazol-4-yl)pyrazol-3-yl]oxybenzonitrile NCC=1C=CC(=NC1)C1=C(C=C(C#N)C=C1)OC=1N(N=C(C1)C=1C=NN(C1)C)C